CC1=CC(=NC=N1)C1=CC(=NN1)C(=O)N1[C@H]2CC(C[C@@H]1CC2)C(=O)[O-] (1R,3R,5S)-8-[5-(6-methylpyrimidin-4-yl)-1H-pyrazole-3-carbonyl]-8-azabicyclo[3.2.1]octane-3-carboxylate